N1(CC=CC=C1)C1=NC=CC(=C1CO)C [2-(pyridine-1-yl)-4-methylpyridin-3-yl]methanol